FC1=C(C=CC=C1CN1C(OC2=C(C1C)C=CC(=C2F)O)=O)NC(OC(C)(C)C)=O tert-butyl (2-fluoro-3-((8-fluoro-7-hydroxy-4-methyl-2-oxo-2H-benzo[e][1,3]oxazin-3(4H)-yl)methyl)phenyl)carbamate